tert-butyl 7-(1-((7-cyclopropyl-2-methylimidazo[1,2-a]pyridin-6-yl)carbamoyl)-2,3-dihydro-1H-pyrrolo[2,3-b]pyridin-4-yl)-4,7-diazaspiro[2.5]octane-4-carboxylate C1(CC1)C1=CC=2N(C=C1NC(=O)N1CCC=3C1=NC=CC3N3CCN(C1(CC1)C3)C(=O)OC(C)(C)C)C=C(N2)C